C(C)(C)(C)OC(=O)NCC(C(=O)O)C=1C=NC=CC1 3-[(tert-butoxycarbonyl)amino]-2-(pyridin-3-yl)propanoic acid